N-{(2S,3R)-2-{[3'-(difluoromethyl)-2-fluoro[1,1'-biphenyl]-3-yl]methyl}-4,4-difluoro-1-[(2R)-oxolane-2-carbonyl]pyrrolidin-3-yl}ethanesulfonamide FC(C=1C=C(C=CC1)C1=C(C(=CC=C1)C[C@@H]1N(CC([C@@H]1NS(=O)(=O)CC)(F)F)C(=O)[C@@H]1OCCC1)F)F